ClC=1C=C2CO[C@@H](C2=CC1)[C@H]1C[C@H]([C@H]2[C@@H]1OC(O2)(C)C)N2C=CC1=C2N=CN=C1Cl 7-[(3aS,4R,6R,6aR)-6-[(1R)-5-chloro-1,3-dihydroisobenzofuran-1-yl]-2,2-dimethyl-4,5,6,6a-tetrahydro-3aH-cyclopenta[d][1,3]dioxol-4-yl]-4-chloro-pyrrolo[2,3-d]pyrimidine